(E)-2,5-dimethyl-1,6-di-p-tolylhex-3-ene-1,6-diol CC(C(O)C1=CC=C(C=C1)C)\C=C\C(C(O)C1=CC=C(C=C1)C)C